FC=1C(N(C(=CC1C)C)C1=NC=CC=C1)=O fluoro-4,6-dimethyl-2-oxo-2H-[1,2'-bipyridine]